(6-((6,7-dimethoxyquinolin-4-yl)oxy)pyridin-3-yl)-2-oxo-1-phenyl-1,2,4,5,6,7-hexahydropyrazolo[1,5-a]pyridine-3-carboxamide COC=1C=C2C(=CC=NC2=CC1OC)OC1=CC=C(C=N1)C1C=2N(CCC1)N(C(C2C(=O)N)=O)C2=CC=CC=C2